C1(=CC=CC=C1)C1C(C(NC1)=O)=CC1=CC=C2C(=NNC2=C1)\C=C\C1=CC=C(C=C1)CN1CC2C(C1)COC2 4-phenyl-3-((3-((E)-4-((tetrahydro-1H-furo[3,4-c]pyrrol-5(3H)-yl)methyl)styryl)-1H-indazol-6-yl)methylene)pyrrolidin-2-one